2-cyano-N-[5-(3,5-difluorophenyl)-2-pyridinyl]-2-methyl-propionamide C(#N)C(C(=O)NC1=NC=C(C=C1)C1=CC(=CC(=C1)F)F)(C)C